(S)-tert-Butyl 3-((4-(2-(3-aminophenoxy)pyridin-3-yl)pyrimidin-2-yl)amino)piperidine-1-carboxylate NC=1C=C(OC2=NC=CC=C2C2=NC(=NC=C2)N[C@@H]2CN(CCC2)C(=O)OC(C)(C)C)C=CC1